N-(2-hydroxy-5-(6-(4-methyl-3-(methylsulfonyl)-5-(trifluoromethyl)phenyl)-1-oxo-3,4-dihydroisoquinolin-2(1H)-yl)phenyl)methanesulfonamide OC1=C(C=C(C=C1)N1C(C2=CC=C(C=C2CC1)C1=CC(=C(C(=C1)C(F)(F)F)C)S(=O)(=O)C)=O)NS(=O)(=O)C